C(CCCCCCCCCCC)S(=O)(=O)[O-] lauryl-sulphonate